P(O)(O)=O.C1(=CC=CC=C1)C1=C(C(=C2C=CC=CC2=C1)C1=CC(=CC2=CC=CC=C12)C1=CC=CC=C1)O (S)-3,3'-diphenyl-1,1'-binaphthol phosphonate